O=C1N(CCC1)C1=CC=C(C=C1)C=1C=C(C=NC1)C1=C2C(=NC=C1)NC(=C2)C(=O)NCCC2=CC=NC=C2 4-(5-(4-(2-oxopyrrolidin-1-yl)phenyl)pyridin-3-yl)-N-(2-(pyridin-4-yl)ethyl)-1H-pyrrolo[2,3-b]pyridine-2-carboxamide